N(=[N+]=[N-])CCC=1OC2=C(C1)C=C(C=C2C(C)=O)F 1-(2-(2-azidoethyl)-5-fluorobenzofuran-7-yl)ethan-1-one